8-methoxy-2-nitroso-2,3,4,5-tetrahydro-1H-benzo[c]azepine COC=1C=CC2=C(CN(CCC2)N=O)C1